COCC1=NN(C=C1)CC1=CC=C2C(CN(CC2=C1)C)(C)C (methoxymethyl)-1-[(2,4,4-trimethyl-1,3-dihydroisoquinolin-7-yl)methyl]pyrazole